[1-ethyl-5-methoxy-6-(1H-1,2,3,4-tetrazol-5-yl)-1H-imidazo[4,5-b]pyridin-2-yl](phenyl)(thiophen-3-yl)methanol C(C)N1C(=NC2=NC(=C(C=C21)C2=NN=NN2)OC)C(O)(C2=CSC=C2)C2=CC=CC=C2